C1(CC1)C1=CC=C(C=C1)C=1C=C(C(=NC1)C1=NC2=C(N1C)C=CC(=C2)S(=O)(=O)C(F)(F)F)S(=O)(=O)CC 2-[5-(4-cyclopropylphenyl)-3-(ethanesulfonyl)pyridin-2-yl]-1-methyl-5-trifluoromethanesulfonyl-1,3-benzodiazole